CC(=O)N[C@@H]1[C@H](C[C@@](O[C@H]1[C@@H]([C@@H](CO)O)O)(C(=O)O)O[C@H](CO)[C@H]([C@H]2[C@@H]([C@H](C[C@@](O2)(C(=O)O)O[C@H]3[C@H]([C@H](O[C@H]([C@@H]3O)O[C@@H]4[C@H](OC([C@@H]([C@H]4O)NC(=O)C)O)CO)CO)O)O)NC(=O)CO)O)O The molecule is a linear amino tetrasaccharide comprising an alpha-N-acetylneuraminyl residue, an alpha-N-glycoloylneuraminyl residue, a beta-D-galactose residue and (at the reducing end) an N-acetyl-D-glucosamine residue, linked sequentially (2->8), (2->3) and (1->4). It is a glucosamine oligosaccharide and an amino tetrasaccharide.